C(C)(C)C1=CC=C(C=C1)NC1=NS(C2=C(N1)C=CC=C2)(=O)=O 3-((4-isopropylphenyl)amino)-4H-benzo[e][1,2,4]thiadiazine 1,1-dioxide